Cl.O1C2=C(OCC1)C=C(C=C2)C2=NC(=NC=C2F)NC2=NC=C(C=C2)N2CCNCC2 4-(2,3-dihydrobenzo[b][1,4]dioxin-6-yl)-5-fluoro-N-(5-(piperazin-1-yl)pyridin-2-yl)pyrimidin-2-amine hydrochloride